FC(F)(F)NCCCCCCC(=O)O 7-((trifluoromethyl)amino)heptanoic acid